C(C)(C)(C)OC(NC=1SC(=CN1)C(O)C1=CC(=CC=C1)Cl)=O (5-((3-chlorophenyl)(hydroxy)methyl)thiazol-2-yl)carbamic acid tert-butyl ester